(6-amino-5-(3-hydroxy-2,6-dimethylphenyl)-5H-pyrrolo[2,3-b]pyrazin-7-yl)(5-(cyclopropane-carbonyl)-1H-indol-2-yl)methanone NC1=C(C=2C(=NC=CN2)N1C1=C(C(=CC=C1C)O)C)C(=O)C=1NC2=CC=C(C=C2C1)C(=O)C1CC1